2-hydroxypropyl trimethylisooctanoate CC(C(C(=O)OCC(C)O)(C)C)CCC(C)C